ClC=1C=CC2=C(C(C[C@H](O2)C(=O)NC23CC(C2)(C3)C=3OC(=NN3)COC3=CC(=C(C=C3)Cl)F)=O)C1 (2S)-6-chloro-N-(3-{5-[(4-chloro-3-fluorophenoxy)methyl]-1,3,4-oxadiazol-2-yl}bicyclo[1.1.1]pentan-1-yl)-4-oxo-3,4-dihydro-2H-1-benzopyran-2-carboxamide